C(CCC(=O)OCOC(N(C)[C@H]1CC[C@H](C2=CC=CC=C12)C1=CC(=C(C=C1)Cl)Cl)=O)(=O)OC(COC(CCCCCCCCCCCCCCC)=O)COC(CCCCCCCCCCCCCCC)=O 1,3-Bis(palmitoyloxy)propan-2-yl (((((1S,4S)-4-(3,4-dichlorophenyl)-1,2,3,4-tetrahydronaphthalen-1-yl)(methyl)carbamoyl)oxy)methyl) succinate